BrC=1C=C2C=CC(=NC2=CC1)C=O 6-bromoquinoline-2-carbaldehyde